FC1(CCN(CC1)S(=O)(=O)C=1C=C(C(=O)N2CC3(C4=CC(=CC=C24)NS(=O)(=O)C)CCCC3)C=CC1)F N-(1'-(3-((4,4-difluoropiperidin-1-yl)sulfonyl)benzoyl)spiro[cyclopentane-1,3'-indolin]-5'-yl)methanesulfonamide